1-(2-iodophenyl)-(S)-1-hydroxyhexyl-(S)-2-cyclopropylcarbamate IC1=C(C=CC=C1)[C@H]1[C@H](C1)N(C([O-])=O)C(CCCCC)O